ethyl 6-fluoro-2-methylpyrazolo[1,5-a]pyridine-5-carboxylate FC=1C(=CC=2N(C1)N=C(C2)C)C(=O)OCC